N(=C=O)C1=C(C=C(C=C1)C1=CC(=C(C=C1)N=C=O)OC)OC 4,4'-diisocyanato-3,3'-dimethoxy-1,1'-biphenyl